di(t-butyl)magnesium C(C)(C)(C)[Mg]C(C)(C)C